O=[14CH][C@H](O)[C@@H](O)[C@@H](O)[C@H](O)CO D-galactose-1-14C